C(C1=CC=CC=C1)OC(CCC=C)(C(F)(F)F)C1=NN=C(O1)C1=NC(=C(C=C1NC(OC(C)(C)C)=O)C(F)(F)F)CCCC=C tert-Butyl N-[2-[5-[1-benzyloxy-1-(trifluoromethyl)pent-4-enyl]-1,3,4-oxadiazol-2-yl]-6-pent-4-enyl-5-(trifluoromethyl)-3-pyridyl]carbamate